dimethylglucitol CC([C@H](O)[C@@H](O)[C@H](O)[C@H](O)CO)(O)C